C(C)(C)(C)NC1=CC(=NC2=CN=CC=C12)C1=NC=NC=C1 N-tert-butyl-2-(pyrimidin-4-yl)-1,7-naphthyridin-4-amine